((2-(3'-(7-cyano-5-((3-ethynyl-3-hydroxyazetidin-1-yl)methyl)benzo[d]oxazol-2-yl)-2,2'-dimethyl-[1,1'-biphenyl]-3-yl)-6-(difluoromethoxy)benzo[d]oxazol-5-yl)methyl)-L-proline C(#N)C1=CC(=CC=2N=C(OC21)C=2C(=C(C=CC2)C2=C(C(=CC=C2)C=2OC1=C(N2)C=C(C(=C1)OC(F)F)CN1[C@@H](CCC1)C(=O)O)C)C)CN1CC(C1)(O)C#C